C1(CC1)NC(C1=C(C=C(C=C1OC)C1=CN=C2N1C=CC(=C2)C(C=O)(C)C)OC(F)F)=O N-cyclopropyl-2-(difluoromethoxy)-4-[7-(1,1-dimethyl-2-oxo-ethyl)imidazo[1,2-a]pyridin-3-yl]-6-methoxy-benzamide